C(CCC)C=1C=C(C=CC1)NC(=O)C1C(=NN(C1=O)C1=CC=CC=C1)C N-(3-butylphenyl)-3-methyl-5-oxo-1-phenyl-4,5-dihydro-1H-pyrazole-4-carboxamide